6-amino-7-bromo-3-cyclopropyl-3H-imidazo[4,5-b]pyridine-5-carbonitrile NC=1C(=C2C(=NC1C#N)N(C=N2)C2CC2)Br